2,3,5-trimethyl-p-phenylenediamine CC1=C(C=C(C(=C1C)N)C)N